6-(2-azaspiro[3.3]heptan-6-ylmethyl)-2-(trifluoromethyl)imidazo[1,2-a]pyridine C1NCC12CC(C2)CC=2C=CC=1N(C2)C=C(N1)C(F)(F)F